BrC1=CC=C(C(=N1)C1=NN2C(N=C(C(=C2)OC)C2CC2)=C1)F (6-bromo-3-fluoropyridin-2-yl)-5-cyclopropyl-6-methoxypyrazolo[1,5-a]pyrimidine